8-acetyl-6-methyl-2-thiomorpholino-chromen-4-one C(C)(=O)C=1C=C(C=C2C(C=C(OC12)N1CCSCC1)=O)C